4-Iodoresveratrol IC1=C(C=C(C=C1O)C=CC1=CC=C(O)C=C1)O